1-(4-((3-CHLORO-1H-PYRROLO[2,3-B]PYRIDIN-4-YL)OXY)-2-FLUOROPHENYL)-3-(4-((4-(2-HYDROXYETHYL)PIPERAZIN-1-YL)METHYL)-3-(TRIFLUOROMETHYL)PHENYL)UREA ClC1=CNC2=NC=CC(=C21)OC2=CC(=C(C=C2)NC(=O)NC2=CC(=C(C=C2)CN2CCN(CC2)CCO)C(F)(F)F)F